3-ethyl-7-((4-((trifluoromethyl)sulfonyl)piperazin-1-yl)methyl)-1,5-naphthyridin-2(1H)-one C(C)C=1C(NC2=CC(=CN=C2C1)CN1CCN(CC1)S(=O)(=O)C(F)(F)F)=O